nickel-cobalt ammonium sulfate S(=O)(=O)([O-])[O-].[NH4+].[Co+2].[Ni+2]